FC1=C(C=CC(=C1)F)C1=NC(=NC2=NC(=C(N=C12)C)C)[C@H]1C[C@H](OCC1)C=1C(=NC=CC1)OC 4-(2,4-difluorophenyl)-2-((2S,4R)-2-(2-methoxypyridin-3-yl)tetrahydro-2H-pyran-4-yl)-6,7-dimethylpteridine